C(CC)N1C(=NN=C1C1=NC=NC=C1)CNC1=C(C(=O)NCC2=C(C=CC=C2)C(F)(F)F)C=CN=C1 ((4-propyl-5-(pyrimidin-4-yl)-4H-1,2,4-triazol-3-yl)methyl)amino-N-(2-(trifluoromethyl)benzyl)isonicotinamide